O=S1(CCN(CC1)C=1C=C(C=CC1)B(O)O)=O (3-(1,1-dioxido-thiomorpholino)-phenyl)boronic acid